(R)-N-(4-(3-((5-isobutylpyrimidin-2-yl)amino)pyrrolidine-1-carbonyl)phenyl)acrylamide C(C(C)C)C=1C=NC(=NC1)N[C@H]1CN(CC1)C(=O)C1=CC=C(C=C1)NC(C=C)=O